OCC1C2CCCC1N(C2)CC(=O)NC=2C=C(C(=NC2)C)NC(=O)C=2N=NN1C2C=CC(=C1)C=1C=NN(C1)C N-[5-[[2-[8-(hydroxymethyl)-6-azabicyclo[3.2.1]octan-6-yl]acetyl]amino]-2-methyl-3-pyridyl]-6-(1-methylpyrazol-4-yl)triazolo[1,5-a]pyridine-3-carboxamide